trans-(4-(6-chloroquinoline-2-carboxamido)cyclohexyl)carbamic acid tert-butyl ester C(C)(C)(C)OC(N[C@@H]1CC[C@H](CC1)NC(=O)C1=NC2=CC=C(C=C2C=C1)Cl)=O